FC1=CC(=C(C=C1)C1=CC(=CC=C1)C=1OC2=C(N1)C=C(C=C2C(F)(F)F)C(=O)O)C2=NN=CN2C 2-(4'-Fluoro-2'-(4-methyl-4H-1,2,4-triazol-3-yl)-[1,1'-biphenyl]-3-yl)-7-(trifluoromethyl)benzo[d]oxazole-5-carboxylic Acid